C(C)C12CC(CN2C(C2=C1SC(=C2)C2=NC(=NC=C2C(F)(F)F)NC2CCN(CC2)S(=O)(=O)C)=O)=O 8a-ethyl-2-(2-((1-(methylsulfonyl)piperidin-4-yl)amino)-5-(trifluoromethyl)pyrimidin-4-yl)-8,8a-dihydro-4H-thieno[2,3-a]pyrrolizine-4,7(6H)-dione